perfluoroiodohexane FC(C(C(C(C(C(F)(F)F)(F)F)(F)F)(F)F)(F)F)(I)F